4-((6-Methylpyridin-2-yl)methyl)-1H-pyrazole-1-carboxylic acid tert-butyl ester C(C)(C)(C)OC(=O)N1N=CC(=C1)CC1=NC(=CC=C1)C